Methyl 4-(2-(1-(6-chloropyridin-2-yl)piperidin-4-yl)propionamido)-3-((((S)-oxetan-2-yl)methyl)amino)benzoate ClC1=CC=CC(=N1)N1CCC(CC1)C(C(=O)NC1=C(C=C(C(=O)OC)C=C1)NC[C@H]1OCC1)C